CC=1N(C(=CN1)C1=CC=2N(C=C1)C=CN2)COCC[Si](C)(C)C 7-(2-methyl-1-((2-(trimethylsilyl)ethoxy)methyl)-1H-imidazol-5-yl)imidazo[1,2-a]pyridine